FC1(CC(C1)(C)C(=O)N1C[C@H]2OC3=C([C@@H]1C2)C=CC=C3)F (3,3-difluoro-1-methylcyclobutyl)[(2S,5S)-2,3-dihydro-2,5-methano-1,4-benzoxazepin-4(5H)-yl]methanone